3,6-dinitropyrazolo[4,3-c]pyrazole-1,4-diamine [N+](=O)([O-])C=1C2=C(N(N1)N)C(=NN2N)[N+](=O)[O-]